CC(/C=C/C(=O)N[C@@H](CCC(=O)O)C(=O)O)C (E)-(4-methylpent-2-enoyl)-L-glutamic acid